N-(2-(4-((1S,4S)-2-oxa-5-azabicyclo[2.2.1]heptane-5-yl)piperidine-1-yl)-5-((6-((R)-3-(4-chlorophenyl)isoxazolidine-2-yl)pyrimidine-4-yl)amino)-4-methoxyphenyl)acrylamide [C@@H]12OC[C@@H](N(C1)C1CCN(CC1)C1=C(C=C(C(=C1)OC)NC1=NC=NC(=C1)N1OCC[C@@H]1C1=CC=C(C=C1)Cl)NC(C=C)=O)C2